N[C@@H](C)C1CCN(CC1)CC1=CC=C(C=C1)N1C(N=C(C=C1)NC(=O)N1C[C@H](N(CC1)C(C(C)(C)NC(OC(C)(C)C)=O)=O)C)=O tert-butyl (1-((R)-4-((1-(4-((4-((S)-1-aminoethyl)piperidin-1-yl)methyl)phenyl)-2-oxo-1,2-dihydropyrimidin-4-yl)carbamoyl)-2-methylpiperazin-1-yl)-2-methyl-1-oxopropan-2-yl)carbamate